O1C(C=CC=C1)[Si](OC)(OC)C1OC=CC=C1 dipyryl-dimethoxysilane